ClC=1C=C(C(=NC1)N1C([C@@H](N(C(C1)=O)CC1=CC=C(C=C1)F)C12CC(C1)(C2)C(=O)N)=O)F (S)-3-(4-(5-chloro-3-fluoropyridin-2-yl)-3,6-dioxo-1-(4-fluorobenzyl)-piperazin-2-yl)bicyclo-[1.1.1]pentane-1-carboxamide